C(C)OC(=O)C=1N=C(SC1)N(CCOC)C=1N=NC(=C(C1)C)NC=1SC2=C(N1)C=CC=C2 ({6-[(1,3-benzothiazol-2-yl)amino]-5-methylpyridazin-3-yl}(2-methoxyethyl)amino)-1,3-thiazole-4-carboxylic acid ethyl ester